ClC=1C=NN(C1)C=1N=NC(=CC1)OCC1=C(N=NN1C)C1=NC=C(C=C1)C(F)F 3-(4-chloro-1H-pyrazol-1-yl)-6-({4-[5-(difluoromethyl)pyridin-2-yl]-1-methyl-1H-1,2,3-triazol-5-yl}methoxy)pyridazine